2-(4-methyl-benzyl)-2-(dimethylamino)-1-(4-morpholinophenyl)-1-butanone CC1=CC=C(CC(C(=O)C2=CC=C(C=C2)N2CCOCC2)(CC)N(C)C)C=C1